ClCC(=O)[O-].[Na+] sodium monochloroacetate